(5S,8S)-5-fluoro-8-hydroxy-N-(4-methoxy-2-(trifluoromethyl)benzyl)-5,6,7,8-tetrahydro-quinoline-5-carboxamide F[C@@]1(C=2C=CC=NC2[C@H](CC1)O)C(=O)NCC1=C(C=C(C=C1)OC)C(F)(F)F